tert-butyl (3-methyl-5-(2-(5-(methylcarbamoyl)-2-phenylpiperidin-1-yl)-2-oxoacetamido)pyridin-2-yl)carbamate CC=1C(=NC=C(C1)NC(C(=O)N1C(CCC(C1)C(NC)=O)C1=CC=CC=C1)=O)NC(OC(C)(C)C)=O